3-((4-(1-(4-(4-(4-(aminomethyl)-3-methylphenyl)pyrrolo[2,1-f][1,2,4]triazin-6-yl)benzyl)piperidin-4-yl)phenyl)amino)piperidine-2,6-dione HCl salt Cl.NCC1=C(C=C(C=C1)C1=NC=NN2C1=CC(=C2)C2=CC=C(CN1CCC(CC1)C1=CC=C(C=C1)NC1C(NC(CC1)=O)=O)C=C2)C